bis-(3-amino-4-Hydroxyphenyl)methane tert-butyl-4-hydroxy-7-(trifluoromethyl)-3,4-dihydroisoquinoline-2(1H)-carboxylate C(C)(C)(C)OC(=O)N1CC2=CC(=CC=C2C(C1)O)C(F)(F)F.NC=1C=C(C=CC1O)CC1=CC(=C(C=C1)O)N